Imidazo[1,2-a]pyridin-3-yl-4-(1,2,3,4-tetrahydro-[1,4]diazepino-[6,7,1-hi]indol-7-yl)pyrrole-2,5-dione N=1C=C(N2C1C=CC=C2)C=2C(NC(C2C2=CN1C3=C(C=CC=C23)CNCC1)=O)=O